ClC=1C=CC(=C(C1)C1=CC(=NC=N1)O)N1N=NC(=C1)CO 6-(5-chloro-2-(4-(hydroxymethyl)-1H-1,2,3-triazol-1-yl)phenyl)pyrimidin-4-ol